Cl.ClC=1C(=C(C=CC1)CNC(=O)[C@H]1NC[C@@H](C1)F)F (2s,4r)-N-(3-chloro-2-fluorophenylmethyl)-4-fluoropyrrolidine-2-carboxamide hydrochloride